myristyl eleostearate C(CCCCCCCC=CC=CC=CCCCC)(=O)OCCCCCCCCCCCCCC